C12CNCC(CC1)N2C2=NC=C1CCN(CC1=C2)C(CC2CCCC2)=O 1-(7-(3,8-diazabicyclo[3.2.1]octan-8-yl)-3,4-dihydro-2,6-naphthyridin-2(1H)-yl)-2-cyclopentylethan-1-one